C12(CC3CC(CC(C1)C3)C2)C=2C(=C(C=C(C2)C(C)(C)C)B2OC(C(O2)(C)C)(C)C)OCOC 2-(3-(adamantan-1-yl)-5-tert-butyl-2-(methoxymethoxy)-phenyl)-4,4,5,5-tetramethyl-1,3,2-dioxaborolane